C(C)C1=C(C=CC=C1)[C@@H](C)OC(=O)NC=1C(=NOC1C1CCN(CC1)C1=CC=C(C=C1)C1(CC1)C(=O)NS(=O)(=O)CCC(=O)OC)C methyl 3-({[1-(4-{4-[4-({[(1R)-1-(2-ethylphenyl)ethoxy]carbonyl}amino)-3-methyl-1,2-oxazol-5-yl]piperidin-1-yl}phenyl) cyclopropyl]formamido} sulfonyl)propanoate